N-propyl-1H-tetrazole C(CC)N1N=NN=C1